(5R)-2-(tert-butyl)-2,5-dimethyl-1,3-dioxolan-4-one C(C)(C)(C)C1(O[C@@H](C(O1)=O)C)C